O-(4-Benzoylbenzoyl)adenosine 5'-triphosphate P(O)(=O)(OP(=O)(O)OP(=O)(O)O)OC[C@@H]1[C@H]([C@H]([C@@H](O1)N1C=NC=2C(N)=NC=NC12)OC(C1=CC=C(C=C1)C(C1=CC=CC=C1)=O)=O)O